N1C=NC2=C1C=C(C=C2)CN(C2=CC=C(C=C2)OCCOCCN2CCOCC2)CC2=CC(=CC=C2)OC N-((1H-benzo[d]imidazol-6-yl)methyl)-N-(3-methoxybenzyl)-4-(2-(2-morpholinoethoxy)ethoxy)aniline